N-Hexylpyridinium hexafluorophosphate F[P-](F)(F)(F)(F)F.C(CCCCC)[N+]1=CC=CC=C1